methylthio-amino alcohol CSNO